ClC=1C=C(OCC(=O)OCCCC)C=CC1C(F)F butyl 2-[3-chloro-4-(difluoromethyl)phenoxy]acetate